N[C@H]1C2N(CC1CC2)C(=O)C2=CC1=C(N(C(=N1)C=1N(C3=CC=CC=C3C1)CC1CC1)CC1CS(CC1)(=O)=O)C(=C2)OC ((7R)-7-amino-2-azabicyclo[2.2.1]heptan-2-yl)(2-(1-(cyclopropylmethyl)-1H-indol-2-yl)-1-((1,1-dioxidotetrahydrothiophen-3-yl)methyl)-7-methoxy-1H-benzo[d]imidazol-5-yl)methanone